(1R)-1-(3-(difluoromethyl)-2-fluorophenyl)ethan-1-amine FC(C=1C(=C(C=CC1)[C@@H](C)N)F)F